3-(2-(dimethylamino)ethyl)-1H-indol-4-yl (2-(pyridin-2-yl)ethyl) carbonate C(OC1=C2C(=CNC2=CC=C1)CCN(C)C)(OCCC1=NC=CC=C1)=O